CC(=CC)C(CC(C)(C)C)(C)C 3,4,4,6,6-pentamethylhept-2-ene